[Si](C1=CC=CC=C1)(C1=CC=CC=C1)(C(C)(C)C)OCC(C=1C=NC(=CC1)N1C([C@@H]2C[C@@H]2C1)=O)N1N=NC(=C1)C(=O)OC(C)(C)C tert-butyl 1-(2-((tert-butyldiphenylsilyl)oxy)-1-(6-((1R,5S)-2-oxo-3-azabicyclo[3.1.0]hexan-3-yl)pyridin-3-yl)ethyl)-1H-1,2,3-triazole-4-carboxylate